COCCCCN1N=CC2=CC(=CC=C12)C(=O)O[Li] lithio 1-(4-methoxybutyl)indazole-5-carboxylate